ClC1=C(C(=O)NC2CCCC2)C=CC(=C1)CNC1=NC=NC2=C1SC=1N=NC(=C(C12)C)C 2-chloro-N-cyclopentyl-4-[[(3,4-dimethylpyrimidino[4',5':4,5]thieno[2,3-c]pyridazin-8-yl)amino]methyl]benzamide